N-(3-methyl-quinuclidin-3-yl)acetamide CC1(CN2CCC1CC2)NC(C)=O